C(C)(C)(C)C=1C=C(C=C(C1)C)C1=C(C=CC=C1)C1=NC2=C(N1C)C=C(C=C2NC2=C(C=CC=C2C(C)C)C(C)C)C 3-Tert-butyl-2'-{4-[(2,6-diisopropylphenyl)amino]-1,6-dimethyl-1H-benzimidazol-2-yl}-5-methylbiphenyl